C12(CCC(CC1)C2)[C@@H](NC(=O)[C@@H]2CNC(O2)=O)C2=CC=C(C=C2)Cl |o1:7| (S)-N-((R or S)-bicyclo[2.2.1]heptan-1-yl(4-chlorophenyl)methyl)-2-oxooxazolidine-5-carboxamide